CN(C)C N,N-dimethylmethane-amine